IC1=NN(C=C1CO)COCC[Si](C)(C)C [3-Iodo-1-(2-trimethylsilylethoxymethyl)pyrazol-4-yl]methanol